C1(=C2C(=CC=C1[2H])N=C1C=CC3=C4C=CC=CC4=NC3=C12)[2H] indolocarbazole-d2